4-morpholino-2-(3-phenyl-1H-pyrazol-1-yl)-6-(pyridin-3-yl)furo[3,2-d]pyrimidine O1CCN(CC1)C=1C2=C(N=C(N1)N1N=C(C=C1)C1=CC=CC=C1)C=C(O2)C=2C=NC=CC2